tert-Butyl ((3S,5R)-1-(2-chloro-5-nitropyridin-4-yl)-5-methylpiperidin-3-yl)carbamate ClC1=NC=C(C(=C1)N1C[C@H](C[C@H](C1)C)NC(OC(C)(C)C)=O)[N+](=O)[O-]